C(C)(C)(C)OC(=O)N1C2(CCC1(CC2)CO[Si](C)(C)C(C)(C)C)C(=O)O 7-(tert-Butoxycarbonyl)-4-(((tert-butyldimethylsilyl)oxy)methyl)-7-azabicyclo-[2.2.1]heptane-1-carboxylic acid